hexamethylene-diamine NCCCCCCN